FC=1C=C(C=CC1C)S(=O)(=O)N1C[C@H](OCC1)C1=C(SC2=C1C=CC=C2)C(=O)N |o1:13| 3-[(R) or (S)-4-(3-fluoro-4-methyl-phenyl)sulfonylmorpholin-2-yl]benzothiophene-2-carboxamide